ClC=1C=CC(=C(C1)C1=CC(N(C=C1OC)C(CC1=CC=CC=C1)C=1N=NN(C1)C1=CC=CC=C1)=O)N1N=NC(=C1)C(F)(F)F 4-(5-chloro-2-(4-(trifluoromethyl)-1H-1,2,3-triazol-1-yl)phenyl)-5-methoxy-1-(2-phenyl-1-(1-phenyl-1H-1,2,3-triazol-4-yl)ethyl)pyridin-2(1H)-one